p-fluoro-phenylacetaldehyde FC1=CC=C(C=C1)CC=O